FC1(CCC(CC1)NC=1N=C(N(C(C1)=O)CC#N)C=1SC=C(N1)C)F 2-(4-((4,4-difluorocyclohexyl)amino)-2-(4-methylthiazol-2-yl)-6-oxopyrimidin-1(6H)-yl)acetonitrile